(1-naphthalenyl)-N,N'-bis-phenyl-(1,1'-biphenyl)-4,4'-diamin C1(=CC=CC2=CC=CC=C12)C1=C(C=CC(=C1)NC1=CC=CC=C1)C1=CC=C(C=C1)NC1=CC=CC=C1